Cl.Cl.N(=NC(C)(C)C=1NCCN1)C(C)(C)C=1NCCN1 2,2'-Azobis[2-(2-imidazolin-2-yl)propan] dihydrochlorid